bromine lead methylamine CN.[Pb].[Br]